4-(pyrimidin-2-ylamino)benzamide N1=C(N=CC=C1)NC1=CC=C(C(=O)N)C=C1